6-Chlorothiazolo[4,5-c]pyridine-2-thiol ClC1=CC2=C(C=N1)N=C(S2)S